BrC1=CC=2C(C3=CC=CC=C3C2C=C1)=O 2-bromo-9-fluorenone